C[Si](CCOCN1C=NC(=C2C1=NC=C2)Cl)(C)C 1-(2-(trimethylsilyl)ethoxymethyl)-4-chloro-pyrrolo[2,3-d]Pyrimidine